BrCCC1[C@H]([C@@H](N(C1)C(=O)OC(C)(C)C)C(=O)OC)CCCB1O[C@@]2([C@H](O1)C[C@H]1C([C@@H]2C1)(C)C)C 1-(tert-butyl) 2-methyl (2R,3R)-4-(2-bromoethyl)-3-(3-((3aS,4S,6S,7aR)-3a,5,5-trimethylhexahydro-4,6-methanobenzo[d][1,3,2]dioxaborol-2-yl)propyl)pyrrolidine-1,2-dicarboxylate